OCCNC(=O)NC=1SC=C(N1)C(C)(C#C)C1=CC=C(C=C1)OC 1-(2-hydroxyethyl)-3-(4-(2-(4-methoxyphenyl)but-3-yn-2-yl)thiazol-2-yl)urea